METHYL-3-ISOCYANO-4-FLUOROBENZOATE COC(C1=CC(=C(C=C1)F)[N+]#[C-])=O